N4-(4,4-difluorocyclohexyl)-N2-(3-(3-morpholinopropoxy)phenyl)quinazoline-2,4-diamine FC1(CCC(CC1)NC1=NC(=NC2=CC=CC=C12)NC1=CC(=CC=C1)OCCCN1CCOCC1)F